2-chloro-6-(5-methyl-1H-indazol-4-yl)pyrimidine-4-carboxylic acid ClC1=NC(=CC(=N1)C(=O)O)C1=C2C=NNC2=CC=C1C